The molecule is the L-enantiomer of 2-methylserine. It is a non-proteinogenic L-alpha-amino acid and a 2-methylserine. It is an enantiomer of a 2-methyl-D-serine. It is a tautomer of a 2-methyl-L-serine zwitterion. C[C@](CO)(C(=O)O)N